(20S)-hydroxy-androst-1,4,6-trien-3-one OC[C@@]12CCC[C@H]1[C@@H]1C=CC3=CC(C=C[C@]3(C)[C@H]1CC2)=O